FC(C=1N=C(OC1C(=O)N1[C@@H](C2=C(CC1)NC=N2)C=2OC1=C(N2)C=C(C=C1)F)C1=NC=CC=C1)F (S)-(4-(difluoromethyl)-2-(pyridin-2-yl)oxazol-5-yl)(4-(5-fluorobenzo[d]oxazol-2-yl)-6,7-dihydro-1H-imidazo[4,5-c]pyridin-5(4H)-yl)methanone